FC(C(CC(C)=O)=O)(F)F.FC(C(CC(C)=O)=O)(F)F.[Cu] copper bis(trifluoro-2,4-pentanedione)